FC1=C(C=C(C=C1C)C1=C(C=C(C=C1C)F)C)C(CC(=O)O)NC([C@H](CC(C)C)N1C(C=C(C(=C1)CCN(C)C)C(F)(F)F)=O)=O 3-(4,4'-difluoro-2',5,6'-trimethyl-[1,1'-biphenyl]-3-yl)-3-((S)-2-(5-(2-(dimethylamino)ethyl)-2-oxo-4-(trifluoromethyl)pyridin-1(2H)-yl)-4-methylpentanamido)propanoic acid